4-((3r,4r)-4-((5,7-dimethyl-1H-indol-4-yl)methyl)-1-((1r,3r)-3-fluorocyclobutyl)piperidin-3-yl)benzoic acid CC=1C(=C2C=CNC2=C(C1)C)C[C@H]1[C@@H](CN(CC1)C1CC(C1)F)C1=CC=C(C(=O)O)C=C1